C(C)(C)(C)OC(N[C@@H]1[C@@H](CN(CC1)S(=O)(=O)C1=CC(=CC=C1)CBr)F)=O |r| racemic-((3R,4S)-1-((3-(bromomethyl)phenyl)sulfonyl)-3-fluoropiperidin-4-yl)carbamic acid tert-butyl ester